N-({4-bromo-1-methyl-1H-pyrazolo[4,3-c]quinolin-7-yl}methyl)-6-cyano-N-(4-fluoro-2-methanesulfonylphenyl)pyridine-3-carboxamide BrC1=NC=2C=C(C=CC2C2=C1C=NN2C)CN(C(=O)C=2C=NC(=CC2)C#N)C2=C(C=C(C=C2)F)S(=O)(=O)C